S1C2=C(CC1)C(=CC=C2)O 2,3-dihydrobenzo[b]thiophen-4-ol